FC1=CC(=C(C(=C1)C(C)C)NC(=O)NS(=O)(=O)C=1SC=C(C1)C1(CC1)O)C(C)C N-(4-fluoro-2,6-diisopropylphenyl-carbamoyl)-4-(1-hydroxycyclopropyl)thiophene-2-sulfonamide